N,N-diisopropylbenzeneformamidine C(C)(C)N(C(=N)C1=CC=CC=C1)C(C)C